FC1=C(C=C(C=C1)F)C=1C=NC=2CCN(CC2C1)C=1C(=CC=2N(N1)C(C=C(N2)COC)=O)C 7-(3-(2,5-difluorophenyl)-7,8-dihydro-1,6-naphthyridin-6(5H)-yl)-2-(methoxymethyl)-8-methyl-4H-pyrimido[1,2-b]pyridazin-4-one